methyl (S)-(1-((4-(hydroxymethyl) phenyl) amino)-1-oxo-5-ureidopentan-2-yl)-(9H-fluorenyl)-carbamate OCC1=CC=C(C=C1)NC([C@H](CCCNC(=O)N)N(C(OC)=O)C1=CC=CC=2C3=CC=CC=C3CC12)=O